N-[3-[[1-(1,3-benzothiazol-2-yl)-2-(3-carbamimidoylphenyl)ethyl]sulfamoyl]phenyl]thiadiazole-5-carboxamide S1C(=NC2=C1C=CC=C2)C(CC2=CC(=CC=C2)C(N)=N)NS(=O)(=O)C=2C=C(C=CC2)NC(=O)C2=CN=NS2